ClC1=CC=C(C=C1)N1CCN(CC1)CC[C@@H]1CC[C@H](CC1)NC(N(C)C)=O 3-(trans-4-(2-(4-(4-Chlorophenyl)piperazin-1-yl)ethyl)cyclohexyl)-1,1-dimethylurea